COCCN1CCN(CC1)C1=C(C=C(C=C1)S(=O)(=O)NCC1=NC=CC=C1)[N+](=O)[O-] 4-[4-(2-methoxyethyl)piperazin-1-yl]-3-nitro-N-(pyridin-2-ylmethyl)benzenesulfonamide